C(C)C=1N=C2N(C=CC(=N2)C(F)(F)F)C1C(=O)C1=CC=C(C=C1)O (2-ethyl-7-(trifluoromethyl)imidazo[1,2-a]pyrimidin-3-yl)(4-hydroxyphenyl)-methanone